FC=1C=C(C(=CC1)I)C 5-fluoro-2-iodo-3-methyl-benzene